3-methylpyrido[2,3-d]pyridazin-5(6H)-one CC1=CC2=C(C=NNC2=O)N=C1